C1(CCCC1)OC1=CC=CC(=N1)N1N=NC(=C1)C1=C(C=C(C=C1)NS(=O)(=O)CCO)N1CCC2(CC2)CC1 N-(4-(1-(6-(cyclopentyloxy)pyridin-2-yl)-1H-1,2,3-triazol-4-yl)-3-(6-azaspiro[2.5]oct-6-yl)phenyl)-2-hydroxyethane-1-sulfonamide